26-hydroxyhexacosyl eicos-11-enoate C(CCCCCCCCCC=CCCCCCCCC)(=O)OCCCCCCCCCCCCCCCCCCCCCCCCCCO